BrC=1C(=C(C=C(C1)F)C1=CC(=C(C=C1)N1C(N(C=C1)C)=O)Cl)O 1-(3'-bromo-3-chloro-5'-fluoro-2'-hydroxy-[1,1'-biphenyl]-4-yl)-3-methyl-1H-imidazol-2(3H)-one